FERROCENE-BIS-SULFONIC ACID [C-]1(C(=CC=C1)S(=O)(=O)O)S(=O)(=O)O.[CH-]1C=CC=C1.[Fe+2]